tetradecyl N,N-dimethylglycinate (tetraDecyl N,N-dimethylglycinate) C(CCCCCCCCCCCCC)C(N(C)C)C(=O)O.CN(CC(=O)OCCCCCCCCCCCCCC)C